((1r,4r)-4-(2-hydroxypropan-2-yl)cyclohexyl)-5-(1H-imidazol-1-yl)thieno[2,3-c]pyridine-7-carboxamide OC(C)(C)C1CCC(CC1)C1=CC=2C(=C(N=C(C2)N2C=NC=C2)C(=O)N)S1